bisphenol A dimethacrylate Methacrylate C(C(=C)C)(=O)O.C(C(=C)C)(=O)O.C(C(=C)C)(=O)O.OC1=CC=C(C=C1)C(C)(C)C1=CC=C(C=C1)O